7-morpholino-5-[(2E)-2-(m-tolylmethylene)hydrazino]-N-(4-piperidyl)thiazolo[4,5-d]pyrimidine-2-carboxamide O1CCN(CC1)C=1C2=C(N=C(N1)N/N=C/C=1C=C(C=CC1)C)N=C(S2)C(=O)NC2CCNCC2